3-(4-methoxyphenyl)-N-[4-(4-methylpiperazin-1-yl)sulfonylphenyl]imidazo[1,2-a]pyrazin-8-amine COC1=CC=C(C=C1)C1=CN=C2N1C=CN=C2NC2=CC=C(C=C2)S(=O)(=O)N2CCN(CC2)C